C(C)(C)(C)OC(=O)N(C1=NC=C(C=2C1=CN(N2)C2OCCCC2)NC(C(=O)O)=O)C(=O)OC(C)(C)C 2-[[4-[bis(tert-butoxycarbonyl)amino]-2-tetrahydropyran-2-yl-pyrazolo[4,3-c]pyridin-7-yl]amino]-2-oxo-acetic acid